CN(CCCNC(=O)C=1C=C(C=C(C(=O)NCCCN(CCCCCCCCC(=O)OC(CC)CCCCC)CCCCCCCCC(=O)OC(CC)CCCCC)C1)C(=O)NCCCN(CCCCCCCCC(=O)OC(CC)CCCCC)CCCCCCCCC(=O)OC(CC)CCCCC)CCCC(=O)NC tetra(octan-3-yl) 9,9',9'',9'''-((((5-((3-(methyl(4-(methylamino)-4-oxobutyl)amino)propyl)carbamoyl)isophthaloyl)bis(azanediyl))bis(propane-3,1-diyl))bis(azanetriyl))tetranonanoate